N-(2,4-dimethyl-6-(2-(trifluoromethyl)-6,7-dihydropyrazolo[1,5-a]pyrazin-5(4H)-yl)pyridin-3-yl)-3,3-dimethylbutanamide CC1=NC(=CC(=C1NC(CC(C)(C)C)=O)C)N1CC=2N(CC1)N=C(C2)C(F)(F)F